5'-((5-amino-6-chloropyrimidin-4-yl)amino)-2'-fluoro-N-isopropyl-4'-((3S,5R)-3,4,5-trimethylpiperazin-1-yl)-[1,1'-biphenyl]-4-carboxamide NC=1C(=NC=NC1Cl)NC=1C(=CC(=C(C1)C1=CC=C(C=C1)C(=O)NC(C)C)F)N1C[C@@H](N([C@@H](C1)C)C)C